4,4-Dimethyl-1-hexene CC(CC=C)(CC)C